ClC1=NC=C(C2=CC=C(C=C12)OC(C#N)C)C1=C(C=C(C=C1)F)Cl 2-((1-chloro-4-(2-chloro-4-fluorophenyl)isoquinolin-7-yl)oxy)propanenitrile